NC1=NC=2C(=CC(=CC2C=2N1N=C(N2)CC[C@@]2(CC1=C(N(N=N1)C1CC(C1)(F)F)CC2)O)F)OC |o1:16| (S or R)-5-(2-(5-amino-9-fluoro-7-methoxy-[1,2,4]triazolo[1,5-c]quinazolin-2-yl)ethyl)-1-(3,3-difluorocyclobutyl)-4,5,6,7-tetrahydro-1H-benzo[d][1,2,3]triazol-5-ol